CC1(CCC=2C(=NNC2C1)C=1NC2=CC=C(C=C2C1)C(=O)N1CCC(CC1)CN1CCCC2=CC(=CC=C12)C1C(NC(CC1)=O)=O)C 3-(1-((1-(2-(6,6-dimethyl-4,5,6,7-tetrahydro-1H-indazol-3-yl)-1H-indole-5-carbonyl)piperidin-4-yl)methyl)-1,2,3,4-tetrahydroquinolin-6-yl)piperidine-2,6-dione